C1(=CCC1)C(=O)NC=1C=C(C=CC1)[C@H]1C2=C(N(C([C@@H]1NC(C1=CC(=CC=C1)C(F)(F)F)=O)=O)CC)N(N=C2C)C2=CC=CC=C2 N-((4S,5R)-4-(3-(cyclobut-1-ene-1-carboxamido)phenyl)-7-ethyl-3-methyl-6-oxo-1-phenyl-4,5,6,7-tetrahydro-1H-pyrazolo[3,4-b]pyridin-5-yl)-3-(trifluoromethyl)benzamide